Ethyl 2-((4-((S)-4-(3-fluorophenyl)-3-methylpiperazine-1-carbonyl)-2-nitrophenyl)sulfinyl)acetate FC=1C=C(C=CC1)N1[C@H](CN(CC1)C(=O)C1=CC(=C(C=C1)S(=O)CC(=O)OCC)[N+](=O)[O-])C